C(CCC)C1OCCN2C1=CNC(C2)C2=CC=C(C=C2)C(=O)OC Butyl-7-(4-(methoxycarbonyl)phenyl)hexahydropyrazino[2,1-c][1,4]oxazine